C(C)(C)C1=CC=C(C=C1)C1[C@@H]2CN(C[C@H]12)C(=O)C1CC2(C1)NC(CC2)=O (2r,4S)-2-((1R,5S,6S)-6-(4-Isopropylphenyl)-3-azabicyclo[3.1.0]hexane-3-carbonyl)-5-azaspiro[3.4]octan-6-one